ethyl (S)-3-(3'-chloro-6-methoxybiphenyl-3-yl)-3-(3-(4-hydroxy-1-methyl-2-oxo-1,2-dihydro pyridin-3-yl)ureido)propanoate ClC=1C=C(C=CC1)C1=CC(=CC=C1OC)[C@H](CC(=O)OCC)NC(=O)NC=1C(N(C=CC1O)C)=O